4-((3R,5S)-3,5-dimethylpiperazin-1-yl)-N-(6-methoxy-2-methyl-2H-indazol-5-yl)-2,3-dihydro-1H-pyrrolo[2,3-b]pyridine-1-carboxamide 2,2,2-trifluoroacetate FC(C(=O)O)(F)F.C[C@@H]1CN(C[C@@H](N1)C)C1=C2C(=NC=C1)N(CC2)C(=O)NC2=CC1=CN(N=C1C=C2OC)C